ethyl [2-amino-4-[[(4-fluorophenyl)methyl]amino]phenyl]carbamate NC1=C(C=CC(=C1)NCC1=CC=C(C=C1)F)NC(OCC)=O